N-(4-(3-(2,4-bis(trifluoromethyl)phenyl)-7-fluoro-2-oxo-2,3,4,5-tetrahydro-1H-benzo[b]azepin-1-yl)but-2-ynyl)acetamide FC(C1=C(C=CC(=C1)C(F)(F)F)C1CCC2=C(N(C1=O)CC#CCNC(C)=O)C=CC(=C2)F)(F)F